2-phenyl-2-(4-piperidylidene)acetonitrile C1(=CC=CC=C1)C(C#N)=C1CCNCC1